((R)-3-(3,5-difluorophenyl)isoxazolidin-2-yl)((3R,4S)-3-fluoro-1-(5-methyl-1,3,4-oxadiazol-2-yl)piperidin-4-yl)methanone FC=1C=C(C=C(C1)F)[C@@H]1N(OCC1)C(=O)[C@H]1[C@H](CN(CC1)C=1OC(=NN1)C)F